C1(CC1)C1=NC=NC(=C1C=1N=C(C=2C(N1)=CN(N2)C)C2=CC=C(C=C2)C=2N(C=C(N2)C(F)(F)F)C(C)C)OC (E)-5-(4-cyclopropyl-6-methoxypyrimidin-5-yl)-7-(4-(1-isopropyl-4-(trifluoromethyl)-1H-imidazol-2-yl)phenyl)-2-methyl-2H-pyrazolo[4,3-d]pyrimidine